iodo-allene IC=C=C